C1CCCCCC(CCCCCCCCCC1)C(=O)O cycloheptadecane-7-carboxylic acid